C(C1=CC=CC=C1)NCC=1C(=NC(=NC1)SC)NC=1C=C(C=CC1)NC(OC(C)(C)C)=O tert-butyl (3-((5-((benzylamino) methyl)-2-(methylthio)pyrimidin-4-yl)amino)phenyl)carbamate